(S)-4-((2-((5-fluoropyridin-3-yl)oxy)ethyl)(4-(5,6,7,8-tetrahydro-1,8-naphthyridin-2-yl)butyl)amino)-2-((5-phenylpyridin-2-yl)amino)butanoic acid FC=1C=C(C=NC1)OCCN(CC[C@@H](C(=O)O)NC1=NC=C(C=C1)C1=CC=CC=C1)CCCCC1=NC=2NCCCC2C=C1